methyl 2-(3-chloro-4-methyl-6,7-dihydro-5H-pyrido[2,3-c]pyridazin-8-yl)-5-[3-[4-[3-(dimethylamino)prop-1-ynyl]phenoxy]propyl]thiazole-4-carboxylate ClC1=C(C2=C(N=N1)N(CCC2)C=2SC(=C(N2)C(=O)OC)CCCOC2=CC=C(C=C2)C#CCN(C)C)C